tetraisostearyl-pentaerythritol tetraisostearate C(CCCCCCCCCCCCCCC(C)C)(=O)OC(C(C(OC(CCCCCCCCCCCCCCC(C)C)=O)CCCCCCCCCCCCCCCC(C)C)(C(OC(CCCCCCCCCCCCCCC(C)C)=O)CCCCCCCCCCCCCCCC(C)C)C(OC(CCCCCCCCCCCCCCC(C)C)=O)CCCCCCCCCCCCCCCC(C)C)CCCCCCCCCCCCCCCC(C)C